ClC=1C=CC(=C(C(=O)NC2=NC=NC(=C2)Cl)C1)O 5-chloro-N-(6-chloro-4-pyrimidinyl)-2-hydroxybenzoamide